C(S(=O)(=O)[O-])(S(=O)(=O)[O-])S(=O)(=O)[O-].[Li+].[Li+].[Li+] tri-lithium methanetrisulphonate